6-chloro-3-(3-cyano-1-hydroxycyclobutyl)-1H-pyrrolo[3,2-c]Pyridine-1-carboxylic acid ClC1=CC2=C(C=N1)C(=CN2C(=O)O)C2(CC(C2)C#N)O